CCCCCCCCC(CCCCCCCC)OC(CCCN(CCCCCCCCCC(=O)OCCC)CCO)=O Propyl 10-((4-(heptadecan-9-yloxy)-4-oxobutyl)(2-hydroxyethyl)amino)decanoate